N2-(2-fluorophenyl)oxalamide FC1=C(C=CC=C1)NC(C(=O)N)=O